6-((2-(2-(methoxyimino)propionyl)-2-azaspiro[3.3]hept-6-yl)amino)pyrimidine-4-carboxamide CON=C(C(=O)N1CC2(C1)CC(C2)NC2=CC(=NC=N2)C(=O)N)C